C1CC12COC(OC2)CN2N=NC(=C2)C(=O)N(C2=C(C=CC(=C2)C#CC2CC2)C)C2CC2 1-((5,7-dioxaspiro[2.5]octan-6-yl)methyl)-N-cyclopropyl-N-(5-(cyclopropylethynyl)-2-methylphenyl)-1H-1,2,3-triazole-4-carboxamide